tert-butyl (1-(5-fluoro-4-(2-morpholinopyrimidin-5-yl)-2-(4-(trifluoromethyl)-6-(2-(trimethylsilyl)ethoxy)nicotinamido)phenyl)pyrrolidin-3-yl)(methyl)carbamate FC=1C(=CC(=C(C1)N1CC(CC1)N(C(OC(C)(C)C)=O)C)NC(C1=CN=C(C=C1C(F)(F)F)OCC[Si](C)(C)C)=O)C=1C=NC(=NC1)N1CCOCC1